(+)-(S)-3-(4-Methoxyphenyl)-3,4-dihydro-2H-benzo[b][1,4]oxazin-2-one COC1=CC=C(C=C1)[C@@H]1NC2=C(OC1=O)C=CC=C2